2-(2-(4-(hydroxymethyl)thiazol-2-yl)pyridin-4-yl)propan-2-ol OCC=1N=C(SC1)C1=NC=CC(=C1)C(C)(C)O